ClC1=C(C(=C(C=C1OC)OC)Cl)C1=CC2=C(N=C(N=C2)N[C@H]2[C@H](COC2)NC(C=C)=O)C(=N1)NCCNS(=O)(=O)C N-((3R,4S)-4-((6-(2,6-dichloro-3,5-dimethoxyphenyl)-8-((2-(methyl-sulfonamido)ethyl)amino)pyrido[3,4-d]pyrimidin-2-yl)amino)tetrahydrofuran-3-yl)acrylamide